2-((3-bromo-5-(trifluoromethoxy)benzyl)(tert-butoxycarbonyl)amino)pyrimidine-5-carboxylic acid ethyl ester C(C)OC(=O)C=1C=NC(=NC1)N(C(=O)OC(C)(C)C)CC1=CC(=CC(=C1)OC(F)(F)F)Br